[Cl-].OCC[N+](CCCCCCCCCCC)(C)CCO di(2-hydroxyethyl)-methyl-undecyl-ammonium chloride